BrC=1C=C2C=C(C=NC2=C(C1)F)C(=O)OCC Ethyl 6-bromo-8-fluoroquinoline-3-carboxylate